C(C1=CC=CC=C1)S(=O)(=O)C1=C(CNC(CCC)P(OC2=CC=CC=C2)(OC2=CC=CC=C2)=O)C=CC=C1 diphenyl (1-((2-(benzylsulfonyl)benzyl)amino)butyl)phosphonate